FC1=CC=C(C=C1)C=1C=NC=2CCN(CC2C1)C1=C(C=C(C=N1)C#N)C 6-[3-(4-fluorophenyl)-7,8-dihydro-5H-1,6-naphthyridin-6-yl]-5-methyl-pyridine-3-carbonitrile